methyltrioctylammonium thiosalicylate salt C(C=1C(S)=CC=CC1)(=O)[O-].C[N+](CCCCCCCC)(CCCCCCCC)CCCCCCCC